7-methoxy-[1,2,4]triazolo[1,5-a]pyridin-6-amine HCl salt Cl.COC1=CC=2N(C=C1N)N=CN2